5-(propan-2-yl)-1-(trimethoxypyrimidin-5-yl)-1H-pyrrole-3-carboxamide CC(C)C1=CC(=CN1C=1C(=NC(=NC1OC)OC)OC)C(=O)N